C(C)OC(=O)C1=CN(C2=C(C(=CC=C2C1=O)F)OC)C1CC1 1-cyclopropyl-7-fluoro-8-methoxy-4-oxo-1,4-dihydroquinoline-3-carboxylic acid ethyl ester